disodium 8-amino-1,3,6-naphthalenetrisulfonate NC=1C=C(C=C2C=C(C=C(C12)S(=O)(=O)[O-])S(=O)(=O)[O-])S(=O)(=O)O.[Na+].[Na+]